O1C=CC2=C1C=CC(=C2)C=2C(=NC(=CN2)CCCOC)N2C(CC(CC2)C(=O)OC)C methyl 1-(3-(benzofuran-5-yl)-6-(3-methoxypropyl) pyrazin-2-yl)-2-methylpiperidine-4-carboxylate